[IH2+].FC(C(C(C(C(C(C(C(F)(F)F)(F)F)(F)F)(F)F)(F)F)(F)F)(F)F)(S(=O)(=O)[O-])F perfluorooctanesulfonate iodonium salt